NC(C)C1N(CCC1)C1=NC=C(C=N1)CN1N=CC(=C1)NC(=O)C1=NC(=CN=C1)C1=C(C(=CC=C1C(F)F)Cl)F N-(1-((2-(2-(1-Aminoethyl)pyrrolidin-1-yl)pyrimidin-5-yl)methyl)-1H-pyrazol-4-yl)-6-(3-chloro-6-(difluoromethyl)-2-fluorophenyl)pyrazine-2-carboxamide